FC1=C(C=CC=C1)C(=O)N1C2CN(C(C1)CC2)CC2=C(N=C1N2C=CC=C1)C=1C=NC(=CC1)C(C)C (2-Fluorophenyl)(5-{[2-(6-isopropylpyridin-3-yl)imidazo-[1,2-a]pyridin-3-yl]methyl}-2,5-diazabicyclo[2.2.2]oct-2-yl)methanon